C(C1=CC=CC=C1)OCC1CCC(CC1)C(=O)O 4-(benzyloxymethyl)cyclohexanecarboxylic acid